C(C1=CC=CC=C1)OC(=O)N[C@@H](CCN(CCCCC1=CC=C2CCCN(C2=N1)C(=O)OC(C)(C)C)CC(F)F)C(=O)OC (S)-tert-butyl 7-(4-((3-(((benzyloxy)carbonyl)amino)-4-methoxy-4-oxobutyl) (2,2-difluoroethyl)amino)butyl)-3,4-dihydro-1,8-naphthyridine-1(2H)-carboxylate